FC=1C(=C(C=CC1F)[C@H]1[C@@H](O[C@]([C@H]1C)(C(F)(F)F)C)C(=O)NC=1C=CC(=C(C1)C(=N)NC(OC(C)C)=O)F)OC Isopropyl ((5-((2R,3S,4S,5R)-3-(3,4-difluoro-2-methoxyphenyl)-4,5-dimethyl-5-(trifluoromethyl)tetrahydrofuran-2-carboxamido)-2-fluorophenyl)(imino)methyl)carbamate